methyl 4-[[4-carbamoyl-1-(trans-2-cyanocyclopentyl)pyrazol-3-yl]amino]-2-(4,4,5,5-tetramethyl-1,3,2-dioxaborolan-2-yl)benzoate C(N)(=O)C=1C(=NN(C1)[C@H]1[C@@H](CCC1)C#N)NC1=CC(=C(C(=O)OC)C=C1)B1OC(C(O1)(C)C)(C)C